FC(OC1=C(C=C(C(=O)NCC2=C3C=NNC3=CC=C2)C=C1F)F)F 4-(difluoromethoxy)-3,5-difluoro-N-(1H-indazol-4-ylmethyl)benzamide